C(C1=CC=CC=C1)(=O)N1C(N(C=CC1=O)[C@H]1[C@@H]([C@@H]([C@H](O1)\C=C\P(=O)(OC)OC)OP([O-])N(C(C)(C)CCC#N)C(C)C)SC)=O (2R,3R,4R,5R)-5-(3-benzoyl-2,4-dioxo-3,4-dihydropyrimidin-1(2H)-yl)-2-((E)-2-(dimethoxyphosphoryl)vinyl)-4-(methylthio)tetrahydrofuran-3-yl(2-cyanoethyl)diisopropylphosphoramidite